(methoxy(5-(trifluoromethyl)pyridin-2-yl)methyl)-3-methylnaphthalene-1,4-dione COC(C1=NC=C(C=C1)C(F)(F)F)C=1C(C2=CC=CC=C2C(C1C)=O)=O